N1(CCCC1)CCNC=1C=CC(=NC1)C1=NC=CC=C1 N-(2-(pyrrolidin-1-yl)ethyl)-[2,2'-bipyridin]-5-amine